(3S,4S)-N3-(6-(2,6-dichloro-3,5-dimethoxyphenyl)quinazolin-2-yl)tetrahydro-2H-pyran-3,4-diamine ClC1=C(C(=C(C=C1OC)OC)Cl)C=1C=C2C=NC(=NC2=CC1)N[C@@H]1COCC[C@@H]1N